2-((1R,4R)-4-((R)-2-hydroxy-N-methylpropanamidyl)cyclohexyl)-6-methoxy-N-(1-methyl-2-oxo-1,2-dihydropyridin-3-yl)-2H-indazole-5-carboxamide O[C@@H](C(=O)N(C)C1CCC(CC1)N1N=C2C=C(C(=CC2=C1)C(=O)NC=1C(N(C=CC1)C)=O)OC)C